3-((3-bromophenyl)-fluoro(phenyl)methyl)-4-methyl-4H-1,2,4-triazole BrC=1C=C(C=CC1)C(C1=NN=CN1C)(C1=CC=CC=C1)F